ClC1=CC=C(C=C1)C1=N[C@H](C=2N(C3=C1C(=C(S3)C)C)C(=NN2)C)CC(=O)NCCCCCNC2=NC=CC=C2C=2C=C3CC(NC3=CC2)=O (S)-2-(4-(4-chlorophenyl)-2,3,9-trimethyl-6H-thieno[3,2-f][1,2,4]triazolo[4,3-a][1,4]diazepin-6-yl)-N-(5-((3-(2-oxoindolin-5-yl)pyridin-2-yl)amino)pentyl)acetamide